C(C)OC(C(=NNC1=CC=C(C=C1)OC)Cl)=O Ethyl-2-chloro-2-(2-(4-methoxyphenyl)hydrazono)acetat